C(CCC)N(CCNC(=O)C1CCN(CC1)C1=NN=C(C=2C1=NN(C2C)C2=CC=C(C=C2)C)C)CC N-(2-(butyl(ethyl)amino)ethyl)-1-(3,4-dimethyl-2-(p-tolyl)-2H-pyrazolo[3,4-d]pyridazin-7-yl)piperidine-4-carboxamide